(2R)-N-tert-butyl-2-({2-chloro-5H,6H,7H-cyclopenta[d]pyrimidin-4-yl}(methyl)amino)-3-methylbutanamide C(C)(C)(C)NC([C@@H](C(C)C)N(C)C=1C2=C(N=C(N1)Cl)CCC2)=O